[N+](=O)([O-])C=1C=C2CCN(C2=CC1)C(C)=O 1-(5-nitroindolin-1-yl)ethan-1-one